4-[difluoro(3,4,5-trifluorophenoxy)methyl]-3,5,2'-trifluoro-4''-propyl-[1,1':4',1'']terphenyl FC(C1=C(C=C(C=C1F)C1=C(C=C(C=C1)C1=CC=C(C=C1)CCC)F)F)(OC1=CC(=C(C(=C1)F)F)F)F